methyl (S)-2-((2-(2,6-difluoro-4-(methylcarbamoyl)phenyl)-5-methyl-1H-indol-1-yl)methyl)morpholine-4-carboxylate FC1=C(C(=CC(=C1)C(NC)=O)F)C=1N(C2=CC=C(C=C2C1)C)C[C@H]1CN(CCO1)C(=O)OC